CC1=CC=C(CS(=O)(=O)C2=CC(=C(C=C2)N2CCN(CC2)CCO)[N+](=O)[O-])C=C1 2-(4-{4-[(4-methylbenzyl)sulfonyl]-2-nitrophenyl}piperazin-1-yl)ethan-1-ol